4,3'-diamino-5-phenoxybenzophenone NC1=CC=C(C(=O)C2=CC(=CC=C2)N)C=C1OC1=CC=CC=C1